Cl.NCC(=O)C=1N=C(SC1C)C 2-amino-1-(2,5-dimethyl-1,3-thiazol-4-yl)ethanone hydrochloride